C(C)OC(C(=O)OCC)OCC ethyl 2,2-diethoxyacetate